1-((2-((3-Fluoropyridin-2-yl)methoxy)pyridin-4-yl)methyl)-3-(2-(1-(trifluoromethyl)cyclopropyl)ethyl)urea FC=1C(=NC=CC1)COC1=NC=CC(=C1)CNC(=O)NCCC1(CC1)C(F)(F)F